6-chloroquinoline-3,4-diamine ClC=1C=C2C(=C(C=NC2=CC1)N)N